FC(OC1=CC=C(C=C1)N1C(C(=CC2=C1N=C(N=C2)OCC)C2=CC(=C(C=C2)OC)C)=O)F 8-(4-(difluoromethoxy)phenyl)-2-ethoxy-6-(4-methoxy-3-methylphenyl)pyrido[2,3-d]pyrimidin-7(8H)-one